C12(CC3CC(CC(C1)C3)C2)SCCCCCCCSC2=C3CN(C(C3=CC=C2)=O)C2C(NC(CC2)=O)=O 3-(4-((7-(adamantan-1-ylsulfanyl)heptyl)thio)-1-oxoisoindolin-2-yl)piperidine-2,6-dione